4-chloro-6-ethyl-5H-pyrrolo[3,4-d]Pyrimidin-7-one ClC=1C2=C(N=CN1)C(N(C2)CC)=O